(4-((2R,4s,6S)-2-cyano-7-((5-methoxy-7-methyl-1H-indol-4-yl)methyl)-7-azaspiro[3.5]nonan-6-yl)benzoyl)-D-alanine C(#N)C1CC2(C1)C[C@H](N(CC2)CC2=C1C=CNC1=C(C=C2OC)C)C2=CC=C(C(=O)N[C@H](C)C(=O)O)C=C2